hexafluoro-2,3-bis(trifluoromethyl)-1-propanol FOC(C(C(C(F)(F)F)(F)F)(C(F)(F)F)F)(F)F